7-methoxy-7-(6-methylpyrazin-2-yl)-4-oxospiro[2.5]oct-5-ene-5-carbonitrile COC1(C=C(C(C2(CC2)C1)=O)C#N)C1=NC(=CN=C1)C